CCCNCCOCCOCCOCCOCCC(=O)N 7,10,13,16-tetraoxa-4-azanonadecane-19-amide